CC1=NN(C(=C1)C)C1=NN(C(C=C1)=O)C1CCN(CC1)C(=O)OC(C)(C)C tert-butyl 4-[3-(3,5-dimethylpyrazol-1-yl)-6-oxopyridazin-1-yl]piperidine-1-carboxylate